tert-butyl 3-(5-bromo-6-methoxypyridin-2-yl)pyrrolidine-1-carboxylate BrC=1C=CC(=NC1OC)C1CN(CC1)C(=O)OC(C)(C)C